CN[C@H](C(=O)N[C@H]1C[C@@H]2[C@H](C[C@@H]3N(C1=O)[C@@H](CC3)C(=O)N[C@@H]3CCCC1=CC=CC=C31)C2)C (3S,6S,7aR,8aS,9aR)-6-((S)-2-(methylamino)propanamido)-5-oxo-N-((R)-1,2,3,4-tetrahydronaphthalen-1-yl)decahydro-1H-cyclopropa[d]pyrrolo[1,2-a]azocine-3-carboxamide